C1(CC1)NC(CCCC=1N=C(N(C1)C1=CC=CC=C1)C1=C(C(=O)N)C=CC=C1C=1C=CC=C2C=NNC12)=O (4-(4-(cyclopropylamino)-4-oxobutyl)-1-phenyl-1H-imidazol-2-yl)-3-(1H-indazol-7-yl)benzamide